4-epoxycyclohexylethyl-3,4-epoxycyclohexyl formate C(=O)OC1CC2C(CC1)(O2)CCC21C(CCCC2)O1